2-(4-(4-pivaloylpiperazine-1-carbonyl)phenyl)-1H-benzo[d]imidazole-4-carboxamide C(C(C)(C)C)(=O)N1CCN(CC1)C(=O)C1=CC=C(C=C1)C1=NC2=C(N1)C=CC=C2C(=O)N